p-styrenesulfonic acid sodium salt [Na+].C=CC1=CC=C(C=C1)S(=O)(=O)[O-]